(3R)-6-[1-(1-Acetylpiperidin-4-yl)-1-hydroxyethyl]-3-(4-chlorophenyl)-2-[(5-chloropyridin-2-yl)methyl]-4-fluoro-3-(2-hydroxyethoxy)-2,3-dihydro-1H-isoindol-1-on C(C)(=O)N1CCC(CC1)C(C)(O)C1=CC(=C2[C@](N(C(C2=C1)=O)CC1=NC=C(C=C1)Cl)(OCCO)C1=CC=C(C=C1)Cl)F